[(R)-2-(1-hydroxy-1-methyl-ethyl)-azetidin-1-yl]-methanone OC(C)(C)[C@@H]1N(CC1)C=O